N1N=CC(=C1)CCNC1=NCN(C(=C1C)C)CCC1=C(C=NC=C1)F 4-((2-(1H-pyrazol-4-yl)ethyl)amino)-N-(2-(3-fluoropyridin-4-yl)ethyl)-5,6-dimethylpyrimidine